NC=1N=CC(=NC1OC=1C=NN(C1)C1CCN(CC1)C)C1=CC(=C(C(=O)O)C(=C1)C)C 4-(5-amino-6-((1-(1-methylpiperidin-4-yl)-1H-pyrazol-4-yl)oxy)pyrazin-2-yl)-2,6-dimethylbenzoic acid